NC=1C(=C(C(=CC1)F)N1C(N(C2=NC(=NC=C2C1=O)SC)C)=O)F 3-(3-Amino-2,6-difluorophenyl)-1-methyl-7-(methylsulfanyl)pyrimido[4,5-d]pyrimidine-2,4(1H,3H)-dione